BrCCCCCCN1N=NC2=C1C=CC(=C2C)C(CC(=O)OCC)C2=CC(=C(C=C2)C)CN2S(OC1=C(C2)C=C(C=C1)O)(=O)=O ethyl 3-[1-(6-bromohexyl)-4-methyl-1H-benzotriazol-5-yl]-3-{3-[(6-hydroxy-2,2-dioxo-2H-1,2λ6,3-benzoxathiazin-3(4H)-yl)methyl]-4-methylphenyl}propanoate